BrC1=C(CSC2=NC=3N(C(N(C(C3N2C)=O)C)=O)C)C=CC=C1 8-((2-bromobenzyl)thio)-1,3,7-trimethyl-1H-purine-2,6(3H,7H)-dione